C(C)(C)N1CCN(CC1)CC1=C(C=C(C=C1)NC(=O)NC=1SC(=CN1)C1=NC(=NC=C1)NC)C(F)(F)F 1-(4-((4-Isopropylpiperazin-1-yl)methyl)-3-(trifluoromethyl)phenyl)-3-(5-(2-(methylamino)pyrimidin-4-yl)thiazol-2-yl)urea